2-(2-bromophenyl)-2-methylpropane-1-sulfonyl chloride BrC1=C(C=CC=C1)C(CS(=O)(=O)Cl)(C)C